5-Hydroxy-6-cyano-pyridazin-3-yl 2,4,6-tri-O-acetyl-3-deoxy-3-[4-(3,4,5-trifluorophenyl)-1H-1,2,3-triazol-1-yl]-1-thio-α-D-galactopyranoside C(C)(=O)O[C@H]1[C@@H](SC=2N=NC(=C(C2)O)C#N)O[C@@H]([C@@H]([C@@H]1N1N=NC(=C1)C1=CC(=C(C(=C1)F)F)F)OC(C)=O)COC(C)=O